o-hydroxyphenylpropione OC1=C(C=CC=C1)CCC(CC)=O